FC1=CC(=C(C=C1C1=NC(=NC=C1)N1CCOCC1)NC(=O)C1=CN(C(C=C1C(F)(F)F)=O)C)N1C[C@H](N([C@H](C1)C)C)C |r| N-[4-fluoro-5-(2-morpholin-4-ylpyrimidin-4-yl)-2-[rac-(3R,5S)-3,4,5-trimethylpiperazin-1-yl]phenyl]-1-methyl-6-oxo-4-(trifluoromethyl)pyridine-3-carboxamide